NC1=CC=C(OC2=C(C)C=C(C=C2)OC2=CC=C(C=C2)N)C=C1 2,5-bis(4-aminophenoxy)toluene